ClC=1SC(=CN1)C[N+]1=C2N(C(C(=C1)C1SCCS1)=O)C=CC=C2 1-((2-chlorothiazol-5-yl)methyl)-3-(1,3-dithiolan-2-yl)-4-oxo-4H-pyrido[1,2-a]pyrimidinium